OC(C)C=1C(NC(=CC1C)C1CCCCC1)=O 1-hydroxy-4-methyl-6-cyclohexyl-ethyl-pyridin-2-one